Cl.C12CC(CC(CC1)N2)N(C=2SC1=C(N2)C(=CC(=C1)C=1C=C(C=2N(N1)C=C(N2)C)C(=O)N)F)C 6-{2-[(3-exo)-8-Azabicyclo[3.2.1]oct-3-yl(methyl)amino]-4-fluoro-1,3-benzothiazol-6-yl}-2-methylimidazo[1,2-b]pyridazin-8-carboxamid-Hydrochlorid